ClC1=C(C=2N=C(NC(C2C(=N1)O[C@H](CNC(C)C=1C(=NC=CC1)NC(OC(C)(C)C)=O)C)=O)SC)F tert-butyl (3-(1-(((S)-2-((7-chloro-8-fluoro-2-(methylthio)-4-oxo-3,4-dihydropyrido[4,3-d]pyrimidin-5-yl)oxy)propyl)amino)ethyl)pyridin-2-yl)carbamate